OC(CCC1=NN2C(C=C(C(=C2)C(=O)N)NC(=O)C2=NC(=CC=C2)C(F)(F)F)=C1)(C)C 2-(3-hydroxy-3-methylbutyl)-5-[[6-(trifluoromethyl)pyridine-2-carbonyl]amino]pyrazolo[1,5-a]pyridine-6-carboxamide